FC1(CC2(C1)CC(N(CC2)C(=O)OC(C)(C)C)C2=CC=C(C=C2)C(C)(C)O)F Tert-butyl 2,2-difluoro-6-(4-(2-hydroxy-prop-2-yl) phenyl)-7-azaspiro[3.5]nonane-7-carboxylate